2,4-dichloropyrido[3,2-d]Pyrimidine ClC=1N=C(C2=C(N1)C=CC=N2)Cl